3-((S)-1-(2,5-dichlorobenzamido)-2-methylpropyl)-4,5-dihydroisoxazole ClC1=C(C(=O)N[C@@H](C(C)C)C2=NOCC2)C=C(C=C1)Cl